6-[7,8-dimethyl-3-(trifluoromethyl)-[1,2,4]triazolo[4,3-b]pyridazin-6-yl]-N-(2,3,5-trifluorophenyl)-7,8-dihydro-5H-1,6-naphthyridin-3-amine CC1=C(C=2N(N=C1N1CC=3C=C(C=NC3CC1)NC1=C(C(=CC(=C1)F)F)F)C(=NN2)C(F)(F)F)C